C(C)(C)(C)C(O)[C@H]1CN(C[C@H](O1)C)CC1=CC=C(C=C1)OC tert-butyl-[(2R,6R)-4-[(4-methoxyphenyl)methyl]-6-methylmorpholin-2-yl]methanol